C(C)(C)N1C(N=CC(=C1)B1OC(C(O1)(C)C)(C)C)N 1-isopropyl-5-(4,4,5,5-tetramethyl-1,3,2-dioxaborolan-2-yl)pyrimidin-2-amine